FC1=CC=C(C2=C1C=CO2)CNC2=NC=CC=C2C=2NC=CN2 N-((4-fluorobenzofuran-7-yl)methyl)-3-(1H-imidazol-2-yl)pyridin-2-amine